NC=1C=C(C=CC1OCOCCOC)N1C(C2=C(C=C(C=C2CC1)Br)OC)=O 2-(3-amino-4-((2-methoxyethoxy)methoxy)phenyl)-6-bromo-8-methoxy-3,4-dihydroisoquinolin-1(2H)-one